1-(2-hydroxyethyl)-piperidine-4-carboxylic acid OCCN1CCC(CC1)C(=O)O